BrC=1C=C2C(=NC1)C1=C(N2)C=CS1 6-bromo-4H-thieno[2',3':4,5]pyrrolo[3,2-b]pyridine